ClC1=CC=C(C=C1)C=1C(=NC(=NC1)C=1C=NC=CC1)NCCN1CCNCC1 (4-chlorophenyl)-N-(2-(piperazin-1-yl)ethyl)-2-(pyridin-3-yl)pyrimidin-4-amine